dichloropropenol oxalate C(C(=O)O)(=O)O.ClC(=C(O)Cl)C